OCCCOCC1=CC2=C(N(C(N2C)=O)C2C(NC(CC2)=O)=O)C=C1 3-[5-[(3-hydroxypropoxy)methyl]-3-methyl-2-oxo-1,3-benzodiazol-1-yl]piperidine-2,6-dione